C(C1=CC=CC=C1)(=O)NC1=NC(NC=C1)=O (d)-N4-benzoylcytosine